COC1=CC=C(C=C1)C1=C(C=CC(=C1)C(C)=O)N 4'-methoxy-2-amino-5-acetylbiphenyl